ClC=1C=C(OC2(CCC3(C(CC4=CC=CC=C34)C[C@H](COC3=CC=NC=4CCC[C@H](C34)C)C)CC2)C(=O)O)C=CC1 4-(3-chlorophenoxy)-2'-[(2R)-2-methyl-3-{[(5R)-5-methyl-5,6,7,8-tetrahydroquinolin-4-yl]oxy}propyl]-2',3'-dihydrospiro[cyclohexane-1,1'-indene]-4-carboxylic acid